NC1=C2C(=NC=N1)N(N=C2C2=CC(=CC=C2)O)CC2=NC1=CC=CC(=C1C(N2CC2=CC(=CC=C2)OC)=O)C#C 2-((4-Amino-3-(3-hydroxyphenyl)-1H-pyrazolo[3,4-d]pyrimidin-1-yl)methyl)-5-ethynyl-3-(3-methoxybenzyl)quinazolin-4(3H)-one